[4-Fluoro-3-[7-(2,2,3,3,5,5,6,6-octadeuteriomorpholin-4-yl)quinazolin-4-yl]phenyl]-(3-methyl-pyrazin-2-yl)-methanol FC1=C(C=C(C=C1)C(O)C1=NC=CN=C1C)C1=NC=NC2=CC(=CC=C12)N1C(C(OC(C1([2H])[2H])([2H])[2H])([2H])[2H])([2H])[2H]